N-(oxane-4-sulfonyl)-1-benzofuran-2-carboxamide O1CCC(CC1)S(=O)(=O)NC(=O)C=1OC2=C(C1)C=CC=C2